OC=1C(=C(C=CC1)O)N(CC)CC 3-hydroxy-N,N-diethylaminophenol